1-(2-{5-[(dimethylamino)methyl]-1H-1,2,3-triazol-1-yl}acetyl)-4-fluoro-N-{phenyl[4-(propan-2-yl)phenyl]methyl}pyrrolidine-2-carboxamide CN(C)CC1=CN=NN1CC(=O)N1C(CC(C1)F)C(=O)NC(C1=CC=C(C=C1)C(C)C)C1=CC=CC=C1